C(=O)OO Peroxycarboxylic Acid